methyl (3-(hydroxymethyl)-1H-indol-1-yl)methylhexanoate OCC1=CN(C2=CC=CC=C12)CC(C(=O)OC)CCCC